6-(2,4-difluorophenyl)-N-((2,3-dihydro-1H-inden-2-yl)methyl)imidazo[2,1-b]oxazole-5-carboxamide FC1=C(C=CC(=C1)F)C=1N=C2OC=CN2C1C(=O)NCC1CC2=CC=CC=C2C1